4-[(3S)-3-aminopyrrolidin-1-yl]-5-(3-chloro-5-fluorophenyl)-N-{3-fluorobicyclo[1.1.1]pentan-1-yl}-6-methylpyridin-3-carboxamide N[C@@H]1CN(CC1)C1=C(C=NC(=C1C1=CC(=CC(=C1)F)Cl)C)C(=O)NC12CC(C1)(C2)F